BrC=1C=C(C=CC1)CC1(CCN(CC1)C(=O)OC(C)(C)C)C(=O)O 4-[(3-bromophenyl)methyl]-1-[(tert-butyloxy)carbonyl]piperidine-4-carboxylic acid